(S,E)-2-(2-(1-(4-(2-fluoro-3-methoxyphenoxy)phenyl)imidazo[1,5-a]pyrazin-3-yl)pyrrolidine-1-carbonyl)-4,4-dimethylpent-2-enenitrile FC1=C(OC2=CC=C(C=C2)C=2N=C(N3C2C=NC=C3)[C@H]3N(CCC3)C(=O)\C(\C#N)=C\C(C)(C)C)C=CC=C1OC